C(C)OC(=O)C1=C(N=C(S1)NC1=NC(=CC(=N1)C1=CC=C(C=C1)S(=O)C)N1CCC(CC1)O)C 2-[4-(4-Methanesulfinylphenyl)-6-(4-hydroxypiperidin-1-yl)-pyrimidin-2-ylamino]-4-methylthiazole-5-carboxylic acid ethyl ester